Methyl 2'-oxo-1',2',6,7-tetrahydro-4H-spiro[benzo[d]oxazole-5,3'-pyrrolo[2,3-b]pyridine]-2-carboxylate O=C1C2(C=3C(=NC=CC3)N1)CCC1=C(N=C(O1)C(=O)OC)C2